5-((1S,4S)-5-ethyl-2,5-diazabicyclo[2.2.1]hept-2-yl)-2-(5-(8-methoxy-[1,2,4]triazolo[1,5-a]pyridin-6-yl)-4-(2,2,2-trifluoroethyl)-1H-pyrazol-3-yl)-4-methylthiazole C(C)N1[C@@H]2CN([C@H](C1)C2)C2=C(N=C(S2)C2=NNC(=C2CC(F)(F)F)C=2C=C(C=1N(C2)N=CN1)OC)C